FC=1C=C(C=CC1C)CO (3-fluoro-4-methyl-phenyl)-methanol